Cl.CNC1C(=O)NCCCC1 monomethylaminocaprolactam hydrochloride